CC1=CC\C(\CC1)=C(\C)/CCC=C(C)C (4Z)-1-methyl-4-(6-methylhept-5-en-2-ylidene)cyclohexene